1-(2-Carbamoylphenyl)-5-methyl-N-(quinolin-2-yl)-1H-1,2,3-triazole-4-carboxamide C(N)(=O)C1=C(C=CC=C1)N1N=NC(=C1C)C(=O)NC1=NC2=CC=CC=C2C=C1